FC(OC1=CC=C(C=C1)C1=NC2=C(N1CC1=CC=C(OCCCCCC(=O)O)C=C1)C=CC=C2)(F)F 6-(4-((2-(4-(trifluoromethoxy)phenyl)-1H-benzo[d]imidazol-1-yl)methyl)phenoxy)hexanoic acid